COC(C=COC)=O 3-methoxyprop-2-enoic acid methyl ester